1-(4,4-Dimethyl-3-methylpent-1-ynyl)-4-fluorobenzene CC(C(C#CC1=CC=C(C=C1)F)C)(C)C